7-(trifluoromethyl)-2,3,4,4a,5,9b-hexahydro-1H-indeno[1,2-b]pyridine FC(C=1C=C2CC3C(NCCC3)C2=CC1)(F)F